(E)-7-((3-(3-chloro-2-methylphenyl)-1-(4-(piperidin-1-yl)but-2-enoyl)azetidin-3-yl)amino)-2-methylisoquinolin-1(2H)-one ClC=1C(=C(C=CC1)C1(CN(C1)C(\C=C\CN1CCCCC1)=O)NC1=CC=C2C=CN(C(C2=C1)=O)C)C